C(#N)C=1C(=C2C(=NC1)NC=C2)NC2CC(CC2CC)NS(=O)(=O)C2=CC(=CC=C2)C(F)(F)F N-(3-((5-cyano-1H-pyrrolo[2,3-b]pyridin-4-yl)amino)-4-ethylcyclopentyl)-3-(trifluoromethyl)benzenesulfonamide